5-((1S,2S)-2-fluorocyclopropyl)-3-(4-methylpiperidin-4-yl)-1,2,4-oxadiazole F[C@@H]1[C@@H](C1)C1=NC(=NO1)C1(CCNCC1)C